(S)-2-((4-(4-(4-chloro-2-fluorophenylmethylamino)-5-fluoropyrimidin-2-yl)-5,6-dihydropyridin-1(2H)-yl)methyl)-1-(oxetan-2-ylmethyl)-1H-benzo[d]imidazole-6-carboxylic acid ClC1=CC(=C(C=C1)CNC1=NC(=NC=C1F)C1=CCN(CC1)CC1=NC2=C(N1C[C@H]1OCC1)C=C(C=C2)C(=O)O)F